5-{6-[2-(5-Fluoro-2,7-dimethyl-benzo[b]thiophen-3-yl)-ethylamino]-pyrimidin-4-yl}-3-(2-hydroxy-ethoxy)-thiophen FC1=CC2=C(SC(=C2CCNC2=CC(=NC=N2)C2=CC(=CS2)OCCO)C)C(=C1)C